5-(5H-Imidazo[5,1-a]isoindol-5-yl)-1-(methylsulfonyl)azepan-4-ol C=1N=CN2C1C1=CC=CC=C1C2C2C(CCN(CC2)S(=O)(=O)C)O